N-(2-methoxyphenyl)semicarbazide COC1=C(C=CC=C1)NNC(=O)N